2,3,3-trimethyl-5-nitroindole CC1=NC2=CC=C(C=C2C1(C)C)[N+](=O)[O-]